4-chloro-N6-[[2-(5,6,7,8-tetrahydroimidazo[1,2-a]pyridin-7-ylmethoxy)-4-pyridinyl]methyl]isoquinoline-1,6-diamine ClC1=CN=C(C2=CC=C(C=C12)NCC1=CC(=NC=C1)OCC1CC=2N(CC1)C=CN2)N